CN(C(=O)C=1C2=C(N(N1)C1=CSC=C1)C=1C=C(C(=CC1OC2)OC)C2=CN(C=C2)C)CC2(COC2)C 7-Methoxy-8-(1-methyl-1H-pyrrol-3-yl)-1-thiophen-3-yl-1,4-dihydro-chromeno[4,3-c]pyrazole-3-carboxylic acid methyl-(3-methyl-oxetan-3-ylmethyl)-amide